COC1=C(C(=CC=C1)OC)S(=O)(=O)NC1=NOC2=C1C(=CC(=C2)C2=CC(=CC=C2)C2CN(CC2)C(C#C)=O)OC 2,6-dimethoxy-N-(4-methoxy-6-(3-(1-propioloylpyrrolidin-3-yl)phenyl)benzo[d]isoxazol-3-yl)benzenesulfonamide